(S)-N-(2-(diethylamino)ethyl)-2-((6-(6-methoxypyridin-3-yl)quinazolin-4-yl)amino)propanamide C(C)N(CCNC([C@H](C)NC1=NC=NC2=CC=C(C=C12)C=1C=NC(=CC1)OC)=O)CC